COC(C1=CC(=C(C=C1)NC(CC1CC=C(CC1)C1=NC(=CC=C1)OC([2H])([2H])C1=CC=C(C=2C=COC21)Cl)=O)NC[C@H]2OCC2)=O 4-(2-(4-(6-((4-chlorobenzofuran-7-yl)methoxy-d2)pyridin-2-yl)cyclohex-3-en-1-yl)Acetamido)-3-((((S)-oxetan-2-yl)methyl)amino)benzoic acid methyl ester